C(CCCCCCCCCCCCCCCCCCCCCCCCCCCCC)OC(CC)=O.BrC1=C(C=C(C=C1)OCCOC)OC 1-bromo-2-methoxy-4-(2-methoxyethoxy)benzene triacontyl-n-propanoate